FC(F)(F)S(=O)[O-] Trifluoromethyl-Sulfinate